1-(2-methylbut-2-yl)-3,4-diphenylpyrrole-2,5-dione CC(C)(CC)N1C(C(=C(C1=O)C1=CC=CC=C1)C1=CC=CC=C1)=O